(R)-7-((S)-4-acryloyl-2-methylpiperazin-1-yl)-9-chloro-10-(naphthalen-1-yl)-2,3-dihydro-5H-[1,4]thiazino[2,3,4-ij]quinazolin-5-one C(C=C)(=O)N1C[C@@H](N(CC1)C1=NC(N2C3=C(C(=C(C=C13)Cl)C1=CC=CC3=CC=CC=C13)SCC2)=O)C